2-amino-N-(1-hydroxy-3-phenylpropan-2-yl)-3-phenylpropanamide NC(C(=O)NC(CO)CC1=CC=CC=C1)CC1=CC=CC=C1